C(CCCCCCCC)NC1CCC(CC1)=O 4-(nonylamino)cyclohexanone